6-bromo-7-fluoroquinazolin-4(3H)-one BrC=1C=C2C(NC=NC2=CC1F)=O